3-[3,5-Bis(propan-2-yl)thiophen-2-yl]-1-[(1-methyl-1H-pyrazol-4-yl)(1-methyl-piperidin-3-yl)sulfamoyl]urea CC(C)C1=C(SC(=C1)C(C)C)NC(NS(N(C1CN(CCC1)C)C=1C=NN(C1)C)(=O)=O)=O